3,6-dichloro-9-(2-sulfophenyl)xanthylium ClC=1C=CC2=C(C3=CC=C(C=C3[O+]=C2C1)Cl)C1=C(C=CC=C1)S(=O)(=O)O